3-(methylsulfonyl)-1H-1,2,4-triazole CS(=O)(=O)C1=NNC=N1